C(C)(C)(C)[C@@H]1CC=2C=C3C(=NC2CC1)SC(=N3)C(=O)N[C@H](CCN3CCC(CC3)O)C3=CC(=CC=C3)C(=O)N3CC(C3)O |r| rac-(7S)-7-tert-butyl-N-[rac-(1R)-1-[3-(3-hydroxyazetidine-1-carbonyl)phenyl]-3-(4-hydroxy-1-piperidyl)propyl]-5,6,7,8-tetrahydrothiazolo[5,4-b]quinoline-2-carboxamide